C(C=C)(=O)OCCC[Si](OCC)(C)C 3-Acryloxy-propyldimethylethoxysilan